ClCC(=O)N1C2=C(OC[C@@H]1C)N=C(C(=C2)CC2=CC=C(C=C2)F)CN2CCOCC2 (S)-2-chloro-1-(7-(4-fluorobenzyl)-2-methyl-6-(morpholinomethyl)-2,3-dihydro-1H-pyrido[2,3-b][1,4]oxazin-1-yl)ethan-1-one